BrC=1C=CC(=NC1)C1(CC(C1)(F)F)C(=O)OC(C)(C)C tert-Butyl 1-(5-bromopyridin-2-yl)-3,3-difluorocyclobutane-1-carboxylate